C(C\C=C/CC)=O (cis)-3-hexenal